1-methyl-2,3,4,9-tetrahydro-pyridino[3,4-b]indol-3-formamide CC1NC(CC2=C1NC1=CC=CC=C21)C(=O)N